C1(CC1)C1=C(C(=NO1)C1=C(C=CC=C1)OC(F)(F)F)COC1CCN(CC1)C(=O)OCCCC butyl 4-((5-cyclopropyl-3-(2-(trifluoromethoxy)phenyl)isoxazol-4-yl)methoxy)piperidine-1-carboxylate